C(N)(OC1=NC=NC(=C1)NCC=1N=C2N(C=C(C=C2)C2CC2)C1)=O (6-(((6-cyclopropylimidazo[1,2-a]pyridin-2-yl) methyl) amino) pyrimidin-4-yl) carbamate